Methacryloyl-propyl-trimethyl-ammonium chloride [Cl-].C(C(=C)C)(=O)C[N+](C)(C)CCC